C(C)OC1=CC=C(C=N1)C1=CN(C2=CC(=CC=C12)NC(C1=CC(=C(C=C1)C)NC1=NC=CC(=N1)C1=CC=C(C=C1)[N+](=O)[O-])=O)C N-(3-(6-Ethoxypyridin-3-yl)-1-methyl-1H-indol-6-yl)-4-methyl-3-((4-(4-nitrophenyl)pyrimidin-2-yl)amino)benzamide